2-(4-(carboxymethylcarbamoyl)piperidin-1-yl)benzo[d]thiazole-6-carboxylic acid C(=O)(O)CNC(=O)C1CCN(CC1)C=1SC2=C(N1)C=CC(=C2)C(=O)O